CN1CCN(CC1)C(=O)C=1C=C2C=CC(=CC2=CC1)CCSC1=CC=NC2=CC=C(C=C12)C#N 4-((2-(6-(4-methylpiperazin-1-carbonyl)naphth-2-yl)ethyl)thio)quinoline-6-carbonitrile